2-Cyano-2-methyl-propionic acid C(#N)C(C(=O)O)(C)C